8-[(1R)-1-(2-bromo-4-chloro-anilino)ethyl]-2-(5-fluoroisoindolin-2-yl)-3,6-dimethyl-chromen-4-one BrC1=C(N[C@H](C)C=2C=C(C=C3C(C(=C(OC23)N2CC3=CC=C(C=C3C2)F)C)=O)C)C=CC(=C1)Cl